1,3-difluoro-2-isothiocyanato-5-[2-[4-(4-propylcyclohexyl)cyclohexyl]ethynyl]benzene FC1=C(C(=CC(=C1)C#CC1CCC(CC1)C1CCC(CC1)CCC)F)N=C=S